ClC1=NC=C(C(=C1)C1=C(C=NC(=C1)C)C(=O)NC=1SC2=C(N1)CN(C2)C(=O)C2=NC(=NC=C2OC)C)OC 2'-chloro-5'-methoxy-N-(5-(5-methoxy-2-methyl-pyrimidine-4-carbonyl)-5,6-dihydro-4H-pyrrolo[3,4-d]thiazol-2-yl)-6-methyl-[4,4'-bipyridine]-3-carboxamide